C(C=C)N1CCNCC1 1-allyl-piperazine